(R)-N'-((5-chloro-2-(2-methoxypyridin-4-yl)phenyl)carbamoyl)-2,2-dimethyl-2,3-dihydropyrazolo[5,1-b]oxazole-7-sulfonimidamide ClC=1C=CC(=C(C1)NC(=O)N=[S@](=O)(N)C=1C=NN2C1OC(C2)(C)C)C2=CC(=NC=C2)OC